NC1=NC=CC=C1S(=O)(=O)NC(=O)C=1C(=NC(=CC1)C1=C(C=C(C=C1)O)C)N1C(C[C@@H](C1)C)(C)C N-[(2-Amino-3-pyridyl)sulfonyl]-6-(4-hydroxy-2-methylphenyl)-2-[(4S)-2,2,4-trimethylpyrrolidin-1-yl]pyridin-3-carboxamid